(E)-2-(4-bromophenyl)-9-(3,5-dimethoxybenzylidene)-6,7,8,9-tetrahydro-4H-furo[2,3-d]pyrido[1,2-a]pyrimidin-4-one BrC1=CC=C(C=C1)C1=CC2=C(N=C/3N(C2=O)CCC\C3=C/C3=CC(=CC(=C3)OC)OC)O1